3-[6-chloro-3-[1-(2-isopropyl-3,6-dimethyl-4-oxo-chromen-8-yl)ethylamino]-2-pyridyl]-2-methyl-6-(4,4,5,5-tetramethyl-1,3,2-dioxaborolan-2-yl)benzaldehyde ClC1=CC=C(C(=N1)C=1C(=C(C=O)C(=CC1)B1OC(C(O1)(C)C)(C)C)C)NC(C)C=1C=C(C=C2C(C(=C(OC12)C(C)C)C)=O)C